4-(4-((2,6-dichlorophenyl)sulfonyl)piperazin-1-yl)-N-(4-methoxyphenyl)benzofuran-2-carboxamide ClC1=C(C(=CC=C1)Cl)S(=O)(=O)N1CCN(CC1)C1=CC=CC2=C1C=C(O2)C(=O)NC2=CC=C(C=C2)OC